8-methyl-2-[(3-Methyloxetan-3-yl)methyl]-4,5-dihydro-2H-furo[2,3-g]indazole-7-carboxylic acid ethyl ester C(C)OC(=O)C1=C(C2=C(CCC3=CN(N=C23)CC2(COC2)C)O1)C